CN1N=CC(=C1C)C(=O)NC1=C2C(CC(C2=CC=C1)(C)C)C 1,5-dimethyl-N-(1,1,3-trimethylindan-4-yl)pyrazole-4-carboxamide